didecyl-dimethyl-ammonium bromide [Br-].C(CCCCCCCCC)[N+](C)(C)CCCCCCCCCC